(S)-1-(1-acetylpyrrolidin-3-yl)-4-chloro-N-(3-methyl-5-(phenylethynyl)pyridin-2-yl)-1H-pyrazole-5-carboxamide C(C)(=O)N1C[C@H](CC1)N1N=CC(=C1C(=O)NC1=NC=C(C=C1C)C#CC1=CC=CC=C1)Cl